1-(3-Hydroxypropyl)-5-[(2R)-2-[[2-[2-(2,2,2-trifluoroethoxy)phenoxy]ethyl]amino]propyl]-2,3-dihydro-1H-indole-7-carboxamide OCCCN1CCC2=CC(=CC(=C12)C(=O)N)C[C@@H](C)NCCOC1=C(C=CC=C1)OCC(F)(F)F